isopropyl-1H-pyrazole-5-carboxamide C(C)(C)N1N=CC=C1C(=O)N